OCCN1CCN(CC1)CCCC(=O)OCCOC1=CC(=CC(=C1)CCCCCCCCCCCCCCC)OCCCCCCCC\C=C/C\C=C/CCCCC 2-(3-((9Z,12Z)-octadeca-9,12-dien-1-yloxy)-5-pentadecylphenoxy)ethyl 4-(4-(2-hydroxyethyl)piperazin-1-yl)butanoate